benzyl-3-(fluoromethyl)[1,4'-bipiperidine] C(C1=CC=CC=C1)C1N(CCCC1CF)C1CCNCC1